4-(Trifluoromethyl)cyclohexanoyl chlorid FC(C1CCC(CC1)C(=O)Cl)(F)F